S(=O)(=O)(ON1C2C=C(CN(C1=O)C2)N2N=C(C=C2)CCO[Si](C)(C)C(C)(C)C)[O-].[Na+] sodium [3-[3-[2-[tert-butyl(dimethyl)silyl]oxyethyl]pyrazol-1-yl]-7-oxo-1,6-diazabicyclo[3.2.1]oct-3-en-6-yl] sulfate